CSC1=C(C=C(C(=O)N)C=C1)C(=O)N 4-(methylthio)isophthalamide